deoxy-[18F]fluoroglucose [18F]C(=O)C[C@@H](O)[C@H](O)[C@H](O)CO